C1=CC=CC=2C3=CC=CC=C3C3(C12)CCCC3 spiro(cyclopentane-1,9'-fluorene)